7-chloro-6-(1-(imidazo[1,2-a]pyridin-3-ylsulfonyl)piperidin-4-yl)-[1,2,4]triazolo[1,5-a]pyridine ClC1=CC=2N(C=C1C1CCN(CC1)S(=O)(=O)C1=CN=C3N1C=CC=C3)N=CN2